1-(methylsulfonyl)-4-(4-(trifluoromethyl)phenyl)-1H-1,2,3-triazole CS(=O)(=O)N1N=NC(=C1)C1=CC=C(C=C1)C(F)(F)F